4-(4-Fluoro-1-methyl-1H-indazol-3-yl)benzoic acid FC1=C2C(=NN(C2=CC=C1)C)C1=CC=C(C(=O)O)C=C1